C(C1=CC=CC=C1)OC(=O)N1CC2CCC(C1)N2C2=NN1C(CN(CC1)C(=O)OC(C)(C)C)=N2 tert-butyl 2-(3-((benzyloxy)carbonyl)-3,8-diazabicyclo[3.2.1]octan-8-yl)-5,6-dihydro-[1,2,4]triazolo[1,5-a]pyrazine-7(8H)-carboxylate